1-(6-(benzyloxy)-7-(4-(2-morpholinoethoxy)benzyl)-7H-purin-2-yl)-1H-pyrazole-4-carboxylic acid ethyl ester C(C)OC(=O)C=1C=NN(C1)C1=NC(=C2N(C=NC2=N1)CC1=CC=C(C=C1)OCCN1CCOCC1)OCC1=CC=CC=C1